5-[2-[2-[tert-butyl(dimethyl)silyl]oxyethoxy]phenyl]-2,4-difluoro-aniline [Si](C)(C)(C(C)(C)C)OCCOC1=C(C=CC=C1)C=1C(=CC(=C(N)C1)F)F